C1=CC=C2C(=C1)C(=O)SS2 benzodithiolone